tert-butyl 4-[2-[4-[4-(ethylsulfonylmethyl)-2-[6-methyl-7-oxo-1-(p-tolylsulfonyl)pyrrolo[2,3-c]pyridin-4-yl]phenoxy]phenyl]ethyl]piperidine-1-carboxylate C(C)S(=O)(=O)CC1=CC(=C(OC2=CC=C(C=C2)CCC2CCN(CC2)C(=O)OC(C)(C)C)C=C1)C=1C2=C(C(N(C1)C)=O)N(C=C2)S(=O)(=O)C2=CC=C(C=C2)C